6-(2,7-dimethyl-2H-indazol-5-yl)thiazolo[4,5-c]pyridine CN1N=C2C(=CC(=CC2=C1)C1=CC2=C(C=N1)N=CS2)C